BrCCCCCC[Si](O[C@@H](C)CC\C=C/CCCCC)(O[C@@H](C)CC\C=C/CCCCC)O[C@@H](C)CC\C=C/CCCCC (6-bromohexyl)tris(((S,Z)-undec-5-en-2-yl)oxy)silane